(S)-4-((1-(4-(4-(tert-butoxy)-5-chloropyridin-2-yl)-2,5-difluorophenyl)ethyl)amino)-2-ethyl-2,3-dihydro-1H-pyrrolo[3,4-c]pyridin-1-one C(C)(C)(C)OC1=CC(=NC=C1Cl)C1=CC(=C(C=C1F)[C@H](C)NC1=NC=CC2=C1CN(C2=O)CC)F